nickel-titanium hydrate O.[Ti].[Ni]